FC1=CC=CC(=N1)S(=O)(=O)NC=1SC=C(N1)C1=C(OCCCCCNC(OC(C)(C)C)=O)C=CC=C1 tert-butyl N-[5-[2-[2-[(6-fluoro-2-pyridyl)sulfonylamino]thiazol-4-yl]phenoxy]pentyl]carbamate